4-(4-(3,8-diazabicyclo-[3.2.1]octan-3-yl)-6-chloro-8-fluoro-2-(((2R,7aS)-2-fluorotetrahydro-1H-pyrrolizin-7a(5H)-yl)methoxy)-quinazolin-7-yl)-2-amino-benzo[b]thiophene-3-carbonitrile C12CN(CC(CC1)N2)C2=NC(=NC1=C(C(=C(C=C21)Cl)C2=CC=CC=1SC(=C(C12)C#N)N)F)OC[C@]12CCCN2C[C@@H](C1)F